6'-(pyrimidin-2-yl)-7'-(trifluoromethyl)-3',4'-dihydro-1'h-spiro[pyrrolidine-3,2'-[1,8]naphthyridine]-1-carboxylic acid tert-butyl ester C(C)(C)(C)OC(=O)N1CC2(NC3=NC(=C(C=C3CC2)C2=NC=CC=N2)C(F)(F)F)CC1